sodium 2-acryloxyhexadecylsulfonate C(C=C)(=O)OC(CS(=O)(=O)[O-])CCCCCCCCCCCCCC.[Na+]